ClC1=CC=C2C3=C(NC2=C1)C(C1=CC=C(C=C13)F)=O 3-chloro-9-fluoroindeno[2,1-b]indol-6(5H)-one